FC(C(C(F)(F)F)(O)C1=CC=C(C=C1)NC(C1=CC=C(C=C1)OC)=O)(F)F N-(4-(1,1,1,3,3,3-hexafluoro-2-hydroxypropan-2-yl)phenyl)-4-methoxybenzamide